Ethyl (R)-4-(2-((tert-butoxycarbonyl)amino)-3-phenylpropoxy)-2-methylnicotinate C(C)(C)(C)OC(=O)N[C@@H](COC1=CC=NC(=C1C(=O)OCC)C)CC1=CC=CC=C1